6,8-dioxo-5,6,7,8-tetrahydro-1,5-naphthyridine-2,7-dicarbonitrile O=C1NC=2C=CC(=NC2C(C1C#N)=O)C#N